4-bromo-1-(cyclopropylmethyl)-2-indolinone BrC1=C2CC(N(C2=CC=C1)CC1CC1)=O